BrC1=CC=C(C=C1)NN=C(Cl)C1=CC=C(C=C1)Br 4-bromo-N-((4-bromophenyl)chloromethylene)phenylhydrazine